O=C1N(CCC(N1)=O)C1=C(C=C(OCCCC(=O)C2(CCNCC2)C2(C(=O)N)C(C=CC(=C2)OC)F)C=C1)OC 1-(4-(4-(4-(2,4-dioxotetrahydropyrimidin-1(2H)-yl)-3-methoxyphenoxy)butanoyl)piperidin-4-yl)-2-fluoro-5-methoxybenzamide